(2S)-2-(4-chlorophenoxy)-N-(oxan-2-yloxy)propanamide ClC1=CC=C(O[C@H](C(=O)NOC2OCCCC2)C)C=C1